C1(CC1)N1N=C(C2=CC(=CC=C12)NC(C1=C(C=C(C=C1)I)N1CCC2(CC2)CC1)=O)N1CCC(CC1)(F)F N-(1-cyclopropyl-3-(4,4-difluoropiperidin-1-yl)-1H-indazol-5-yl)-4-iodo-2-(6-azaspiro[2.5]oct-6-yl)benzamide